2-(4,5-dichloro-6-oxo-pyridazin-1-yl)-N-[4-methyl-3-[[(1R)-2,2,2-trifluoro-1-(2-pyridylmethyl)ethyl]sulfamoyl]phenyl]acetamide ClC=1C=NN(C(C1Cl)=O)CC(=O)NC1=CC(=C(C=C1)C)S(N[C@@H](C(F)(F)F)CC1=NC=CC=C1)(=O)=O